1-(2,2-diphenyltetrahydrofuran-3-yl)-N-methylmethanamine C1(=CC=CC=C1)C1(OCCC1CNC)C1=CC=CC=C1